SC1(CCCCC1)S 1,1-dimercaptocyclohexane